FC1([C@@H]([C@@H](N(C1)C(=O)[C@@H]1OCC1)CC=1C(=C(C=CC1)C1=C(C=CC(=C1)F)F)F)NS(=O)(=O)C)F N-{(2S,3R)-4,4-difluoro-1-((2R)-oxetane-2-carbonyl)-2-[(2,2',5'-trifluoro[1,1'-biphenyl]-3-yl)methyl]pyrrolidin-3-yl}methanesulfonamide